N1=CC=CC(=C1)C1N(C)CCC1.C(C(O)C(O)C(=O)O)(=O)O tartaric acid-nicotine salt